(5-(5-((4-oxo-3,4-dihydrophthalazin-1-yl)methyl)-2-(trifluoromethyl)phenyl)-1H-benzimidazol-2-yl)carbamic acid ethyl ester C(C)OC(NC1=NC2=C(N1)C=CC(=C2)C2=C(C=CC(=C2)CC2=NNC(C1=CC=CC=C21)=O)C(F)(F)F)=O